ClC1=CC=C(C=C1)N1C(C=NC=2C=NC(=NC12)NC1CC1)=O 8-(4-chlorophenyl)-2-(cyclopropylamino)pteridine-7(8H)-one